ClC1=C(C(=O)N(C)C)C=CC(=N1)OCCCCC1CCN(CC1)S(=O)(=O)C1=C(C=CC=C1)C#N 2-chloro-6-(4-(1-(2-cyanophenylsulfonyl)piperidin-4-yl)butoxy)-N,N-dimethylnicotinamide